OC=1C=C(C=C(C1C(C)C)O)\C=C/C1=CC=CC=C1 (Z)-3,5-dihydroxy-4-isopropyl-stilbene